4-(4-(2,5-dioxo-2,5-dihydro-1H-pyrrol-1-yl)phenyl)-N-(4-(hydroxymethyl)-3-nitrobenzyl)butanamide O=C1N(C(C=C1)=O)C1=CC=C(C=C1)CCCC(=O)NCC1=CC(=C(C=C1)CO)[N+](=O)[O-]